N1=C(C=CC=C1)C1=CC=NC=C1 2,4'-bi-pyridine